(2R,4R)-pentanediol C[C@H](C[C@@H](C)O)O